6-tert-butyl-5-chloro-2-methyl-pyridine-3-carboxylic acid C(C)(C)(C)C1=C(C=C(C(=N1)C)C(=O)O)Cl